5-amino-N-{2-[3-amino-4-(fluoromethyl)pyrrolidin-1-yl]-4-fluoro-5,6,7,8-tetrahydroquinolin-6-yl}-2,4-dimethylthieno[2,3-d]pyrimidine-6-carboxamide NC1=C(SC=2N=C(N=C(C21)C)C)C(=O)NC2CC=1C(=CC(=NC1CC2)N2CC(C(C2)CF)N)F